1-isobutyl-2,2-dimethylpiperidin C(C(C)C)N1C(CCCC1)(C)C